ClC=1C(=C(C(=CC1)C(F)F)C1=NC(=NC(=C1)OCC1=CC=C(C=C1)OC)C#N)F (3-chloro-6-(difluoromethyl)-2-fluorophenyl)-6-((4-methoxybenzyl)oxy)pyrimidine-2-carbonitrile